C1(CC1)C1=CC(=C(C(=C1)C)N1N=C2C(N=C(NC2=O)N2CCOCC2)=N1)F 2-(4-cyclopropyl-2-fluoro-6-methylphenyl)-5-morpholino-2,6-dihydro-7H-[1,2,3]triazolo[4,5-d]pyrimidin-7-one